O1C2=C(OCCC1)C=C(C=C2)C=2C=CC(N(N2)CCOC(C)C)=O 6-(3,4-dihydro-2H-benzo[b][1,4]dioxepin-7-yl)-2-(2-isopropoxyethyl)pyridazin-3(2H)-one